CC=1C=C(C=C(C1)C)N1N=C(C=C1O)C1=CC=C(C=C1)C=1CCC(NN1)=O 6-(4-(1-(3,5-dimethylphenyl)-5-hydroxy-1H-pyrazol-3-yl)phenyl)-4,5-dihydropyridazin-3(2H)-one